OC1=C(C=CC=C1)C1(CCCC1)C1=C(C=CC=C1)O bis(hydroxyphenyl)cyclopentane